methyl 2-[[4-[3-[(5-chloro-2-pyridyl)methoxy]pyrazol-1-yl]-1-piperidyl]methyl]-3-[(3-ethylimidazol-4-yl)methyl]benzimidazole-5-carboxylate ClC=1C=CC(=NC1)COC1=NN(C=C1)C1CCN(CC1)CC=1N(C2=C(N1)C=CC(=C2)C(=O)OC)CC=2N(C=NC2)CC